NCCNCCC[Si](OC)(OC)OC (beta-aminoethyl)aminopropyl-trimethoxysilane